3-(3-methyl-3-(1-(4-(trifluoromethyl)benzyl)-1H-indole-7-carboxamido)cyclobutyl)propanoic acid CC1(CC(C1)CCC(=O)O)NC(=O)C=1C=CC=C2C=CN(C12)CC1=CC=C(C=C1)C(F)(F)F